C(CC(O)(C(=O)O)CC(=O)O)(=O)O.C(C)(C)C1=CN=C2N1N=C(C=C2NCC2=C(C=CC=C2)OC(F)(F)F)SC2CCNCC2 3-isopropyl-6-(piperidin-4-ylthio)-N-(2-(trifluoromethoxy)benzyl)imidazo[1,2-b]pyridazin-8-amine citrate salt